((4-bromophenyl)thio)hexahydrobenzo[d][1,3,2]oxathiaphosphole 2-sulfide BrC1=CC=C(C=C1)SC12SP(OC1CCCC2)=S